COC1=C(C=C2CCN(CC2=C1)C)NC=1N=NC(=C(N1)NC1=C(C=CC=C1)C(F)(F)F)C(=O)N ((7-methoxy-2-methyl-1,2,3,4-tetrahydroisoquinolin-6-yl)amino)-5-((2-(trifluoromethyl)phenyl)amino)-1,2,4-triazine-6-carboxamide